FC1=C(C=C(C=C1)OC(F)(F)F)N1C(C(C2=CC(=CC=C12)C=C)(C)C)=O 1-(2-fluoro-5-(trifluoromethoxy)phenyl)-3,3-dimethyl-5-vinylindol-2-one